ethyl 4-[2-(5-cyclopropyl-4,7-difluoro-3,3-dimethyl-2-oxoindol-1-yl)acetamido]-3-(trifluoromethyl)pentanoate C1(CC1)C=1C(=C2C(C(N(C2=C(C1)F)CC(=O)NC(C(CC(=O)OCC)C(F)(F)F)C)=O)(C)C)F